C12OCC(C1)(C2)C2=C(C(=CC(=C2)N2CC1=CC=C(C=C1CC2)F)C)C(C(=O)N)C(C)(C)C (2-(2-oxabicyclo[2.1.1]hexane-4-yl)-4-(6-fluoro-3,4-dihydroisoquinolin-2(1H)-yl)-6-methylphenyl)-3,3-dimethylbutyramide